tert-butyl (9-((tert-butyldiphenylsilyl)oxy)non-5-yn-1-yl)(methyl)carbamate [Si](C1=CC=CC=C1)(C1=CC=CC=C1)(C(C)(C)C)OCCCC#CCCCCN(C(OC(C)(C)C)=O)C